4-((1-(6-(4H-1,2,4-triazol-4-yl)-1H-benzo[d][1,2,3]triazol-4-yl)azetidin-3-yl)oxy)-N-((5-(trifluoromethyl)-1H-indol-2-yl)methyl)butan-1-amine N=1N=CN(C1)C=1C=C(C2=C(NN=N2)C1)N1CC(C1)OCCCCNCC=1NC2=CC=C(C=C2C1)C(F)(F)F